2,3-diphenyl-cyclopropenone C1(=CC=CC=C1)C=1C(C1C1=CC=CC=C1)=O